4-(chloromethyl)-1-(pyridin-2-yl)benzo[a]imidazo[5,1,2-cd]indolizine ClCC=1C=C2N3C(=C4C(=C3C1)C=CC=C4)C(=N2)C2=NC=CC=C2